C1(=CC=CC=C1)C1=CC=CC(=N1)C=1C(=C(C(=C(C1N1C2=CC=C(C=C2C=2C=C(C=CC12)C#N)C#N)N1C2=CC=C(C=C2C=2C=C(C=CC12)C#N)C#N)C1=CC=NC=C1)N1C2=CC=C(C=C2C=2C=C(C=CC12)C#N)C#N)N1C2=CC=C(C=C2C=2C=C(C=CC12)C#N)C#N 9,9',9'',9'''-(3-(6-phenylpyridin-2-yl)-6-(pyridin-4-yl)benzene-1,2,4,5-tetrayl)tetrakis(9H-carbazole-3,6-dicarbonitrile)